2-methyl-11-{4-[(3-octyl-1-oxoundecyl) oxy] butyl}-9-oxo-2,8-diaza-5,10-dioxapentadec-15-yl 3-octylundecanoate C(CCCCCCC)C(CC(=O)OCCCCC(OC(NCCOCCN(C)C)=O)CCCCOC(CC(CCCCCCCC)CCCCCCCC)=O)CCCCCCCC